3-((8-(2-methoxyphenyl)pyrido[3,4-d]pyrimidin-2-yl)amino)-6-methyl-5,6,7,8-tetrahydro-1,6-Naphthyridin-2(1H)-one COC1=C(C=CC=C1)C1=NC=CC2=C1N=C(N=C2)NC=2C(NC=1CCN(CC1C2)C)=O